BrC=1C(=NC(=NC1Cl)C)NC1=C(C(=CC=C1C)OC)C 5-bromo-6-chloro-4-[(3-methoxy-2,6-dimethylphenyl)amino]-2-methylpyrimidine